ClC1=NC(=NC(=C1C(F)(F)F)OC)C1=NC(=CC=C1)CCC 4-chloro-6-methoxy-2-(6-n-propyl-2-pyridyl)-5-trifluoromethylpyrimidine